tert-butyl 4-[1-(1H-1,3-benzodiazol-2-yl)-4-[2-(4-{3-[2-(tert-butoxy)-2-oxoethoxy]propyl}phenyl)ethyl]-5-hydroxy-1H-pyrazol-3-yl]piperidine-1-carboxylate N1C(=NC2=C1C=CC=C2)N2N=C(C(=C2O)CCC2=CC=C(C=C2)CCCOCC(=O)OC(C)(C)C)C2CCN(CC2)C(=O)OC(C)(C)C